CC(C)(C)S(=O)/N=C/C1C2CCCCC21 (NE)-2-methyl-N-(norcarane-7-ylmethylene)propane-2-sulfinamide